α-pyridone C1=CC(=O)NC=C1